FC(OC1=CC=C(C=C1)C1=NOC(N1)=O)(F)F 3-(4-(Trifluoromethoxy)phenyl)-1,2,4-oxadiazol-5(4H)-one